3-(2-aminoethylamino)propyldimethylethoxysilane NCCNCCC[Si](OCC)(C)C